FC1=C(C=CC(=C1)C(CN1C[C@@H]2[C@H](C1)CC(C2)OC=2C(=NC=CC2)F)O)O rac-2-fluoro-4-(2-((3aR,5s,6aS)-5-((2-fluoropyridin-3-yl)oxy)hexahydrocyclopenta[c]pyrrol-2(1H)-yl)-1-hydroxyethyl)phenol